COC(C[C@H]1CN(CC(C1)(F)F)C=1C(=NC(=CC1)C=1N=NN(C1CNC=1N=NC=C(N1)C1CC1)C)CC)=O (R)-2-(1-(6-(5-(((5-cyclopropyl-1,2,4-triazin-3-yl)amino)methyl)-1-methyl-1H-1,2,3-triazol-4-yl)-2-ethylpyridin-3-yl)-5,5-difluoropiperidin-3-yl)acetic acid methyl ester